C(C=C)(=O)NC=1C=NC=2CCN(CC2C1)C(=O)OC(C)(C)C tert-butyl 3-acrylamido-7,8-dihydro-1,6-naphthyridine-6(5H)-carboxylate